1H-imidazolo[4,5-c]quinolin-1-ethanol N1(C=NC=2C=NC=3C=CC=CC3C21)CCO